Aminocaprylic acid NC(C(=O)O)CCCCCC